methyl 4-amino-2-oxo-1-(1H-pyrazol-4-yl)-7-(trifluoromethyl)-1,2-dihydroquinoline-3-carboxylate NC1=C(C(N(C2=CC(=CC=C12)C(F)(F)F)C=1C=NNC1)=O)C(=O)OC